(2R,3S)-2-(3-(4-(3-fluorophenyl)-1H-benzo[d]imidazol-1-yl)propyl)piperidin-3-ol dihydrochloride Cl.Cl.FC=1C=C(C=CC1)C1=CC=CC=2N(C=NC21)CCC[C@H]2NCCC[C@@H]2O